(E)-4-(2-cyclopropyl-1-(4-(4-isopropylpiperazin-1-yl)phenyl)-2-phenylvinyl)phenol C1(CC1)\C(=C(\C1=CC=C(C=C1)N1CCN(CC1)C(C)C)/C1=CC=C(C=C1)O)\C1=CC=CC=C1